BrC=1C(=CC(=C(C1)NC(=O)C1=CNC(C=C1C(F)(F)F)=O)N1C[C@@H](N([C@@H](C1)C)C)C)C(F)(F)F N-(5-bromo-4-(trifluoromethyl)-2-((3S,5R)-3,4,5-trimethylpiperazin-1-yl)phenyl)-6-oxo-4-(trifluoromethyl)-1,6-dihydropyridine-3-carboxamide